C(C)(C)(C)OC(=O)N1C(N(C(=CC1=O)C)CC1C2=CC=CC=C2C=2C=CC=CC12)=O (9H-fluoren-9-yl)methyl-4-methyl-2,6-dioxo-2,3-dihydropyrimidine-1(6H)-carboxylic acid tert-butyl ester